NC=1C(=C(C=C2C=C(N=CC12)NC1=NN2CS(C(C2=C1)CC)(=O)=O)C=1C=NC=C(C1C)N)F 2-((8-amino-6-(5-amino-4-methylpyridin-3-yl)-7-fluoroisoquinolin-3-yl)amino)-4-ethyl-4H,6H-pyrazolo[1,5-c]thiazole 5,5-dioxide